[Na+].C(CCCCCCCCCCC)S(=O)(=O)[O-] dodecane-1-sulfonate sodium salt